3-({[(1S)-6-(benzenesulfonyl)-1,2,3,4-tetrahydronaphthalen-1-yl]methyl}amino)pyridine-4-carboxylic acid C1(=CC=CC=C1)S(=O)(=O)C=1C=C2CCC[C@@H](C2=CC1)CNC=1C=NC=CC1C(=O)O